N-[(2S,3R,4S)-2-[(3'-chloro-2,5'-difluoro-[1,1'-biphenyl]-3-yl)methyl]-4-fluoro-1-(2-hydroxy-2-methylpropanoyl)pyrrolidin-3-yl]methanesulfonamide ClC=1C=C(C=C(C1)F)C1=C(C(=CC=C1)C[C@@H]1N(C[C@@H]([C@@H]1NS(=O)(=O)C)F)C(C(C)(C)O)=O)F